ClC=1N=CC2=C3C(=CC(=C2C1)S(NCC(C)(C)F)(=O)=O)C(CC3)N3N=CC=C3NC(=O)C3CC3 N-[2-[3-chloro-5-[(2-fluoro-2-methyl-propyl)sulfamoyl]-8,9-dihydro-7H-cyclopenta[h]isoquinolin-7-yl]pyrazol-3-yl]cyclopropanecarboxamide